N(=[N+]=[N-])C1=C(OC2=CC(=NC=N2)OC2=C(C=CC=C2)/C(/C(=O)OC)=C\OC)C=CC=C1 methyl (E)-2-{2-(6-(2-azidophenoxy)-pyrimidin-4-yloxy)phenyl}-3-methoxyacrylate